BrC=1C=C(C=C2C(=NNC12)N)C1=CC(=NC=C1)NCC1CC1 7-bromo-5-(2-((cyclopropylmethyl)amino)pyridin-4-yl)-1H-indazol-3-amine